CC(C(=O)C1=CC=CC=C1)C(CC)=O 2-methyl-1-phenylpentane-1,3-dione